N1=C(C=CC=C1)C(=O)[O-].N1=C(C=CC=C1)C(=O)[O-].[Mg+2] magnesium bis(2-pyridinecarboxylate)